OC1=CC=C(C=C1)C1=COC=C1C1=CC=C(C=C1)O 3,4-bis(4-hydroxyphenyl)-furan